FC1(CNCCC1COC1=NC(=NC=C1F)NC=1C=NN(C1)C(C)C)F 4-((3,3-difluoropiperidin-4-yl)methoxy)-5-fluoro-N-(1-isopropyl-1H-pyrazol-4-yl)pyrimidin-2-amine